NC1=C(SC2=NC(=CC=C21)C)C(=O)NC2CC=1C=C(C(=NC1CC2)N2CC(C(C2)OCC(C)OC)N)F 3-amino-N-{2-[3-amino-4-(2-methoxypropoxy)pyrrolidin-1-yl]-3-fluoro-5,6,7,8-tetrahydroquinolin-6-yl}-6-methylthieno[2,3-b]pyridine-2-carboxamide